C(CCCCCCCCCCCCCCCCC)OC(=O)C1C(C2C(CC1)O2)(C)C.BrC2=CC=CC(=N2)C(=O)NC=2C(=NN(C2)CCN2CCOCC2)C2=NC=CC=C2 6-bromo-N-(1-(2-morpholinylethyl)-3-(pyridin-2-yl)-1H-pyrazol-4-yl)picolinamide Octadecyl-2,2-dimethyl-3,4-epoxycyclohexancarboxylat